(E)-3-(1-{[2-(trimethylsilyl)ethoxy]methyl}-4-imidazolyl)-2-butenoic acid C[Si](CCOCN1C=NC(=C1)/C(=C/C(=O)O)/C)(C)C